CC1=C(C(=CC=C1)C)C1=CC=C(C=C1)[C@H](CC(=O)O)NC(=O)NC=1C(N(C(=CC1O)C)C)=O (S)-3-(2',6'-dimethylbiphenyl-4-yl)-3-(3-(4-hydroxy-1,6-dimethyl-2-oxo-1,2-dihydropyridin-3-yl)ureido)propionic acid